C(C)(=O)[O-].N1C=[NH+]C=C1 imidazolium acetate salt